1-(thiophen-2-ylmethyl)cyclopropan-1-ol S1C(=CC=C1)CC1(CC1)O